NCCNC(=O)C=1NC(=CC1)C=1C=NN(C1)C1=CC=CC=C1 N-(2-aminoethyl)-5-(1-phenyl-1H-pyrazol-4-yl)-1H-pyrrole-2-carboxamide